Cl.C1S(CC12CCNCC2)(=O)=O 2-Thia-7-azaspiro[3.5]nonane 2,2-dioxide hydrochloride